O1C(CCC1)CNC1=NN=C(C2=CC=CC=C12)C1=NC=C(C=C1)C(F)(F)F N-(tetrahydrofuran-2-ylmethyl)-4-[5-(trifluoromethyl)-2-pyridyl]phthalazin-1-amine